2-(4-aminopiperidin-1-yl)-N-(cyclopropylmethyl)-5-((3-fluoro-4-methoxybenzyl)amino)benzamide trifluoroacetate FC(C(=O)O)(F)F.NC1CCN(CC1)C1=C(C(=O)NCC2CC2)C=C(C=C1)NCC1=CC(=C(C=C1)OC)F